NC=1C=2N(C=CN1)C(=NC2C2=CC=C(C=C2)C(NC2=NC=CC(=C2)C(F)(F)F)=O)[C@@H]2C[C@@](CC2)(C(=O)O)C(C)C (1R,3S)-3-[8-amino-1-(4-{[4-(trifluoromethyl)pyridin-2-yl]carbamoyl}phenyl)imidazo[1,5-a]pyrazin-3-yl]-1-(1-methylethyl)cyclopentanecarboxylic acid